sodium rel-(3R,5S,E)-7-(3-(4-fluorophenyl)-1-isopropyl-6-methyl-1H-indol-2-yl)-3,5-dihydroxyhept-6-enoate FC1=CC=C(C=C1)C1=C(N(C2=CC(=CC=C12)C)C(C)C)/C=C/[C@H](C[C@H](CC(=O)[O-])O)O.[Na+] |o1:22,24|